ClC=1C=C2C(=NC1)NC=C2C=2N=CC1=C(N2)N(C=C1F)C(CC(=O)O)C(C)(C)C 3-(2-(5-chloro-1H-pyrrolo[2,3-b]pyridin-3-yl)-5-fluoro-7H-pyrrolo[2,3-d]pyrimidin-7-yl)-4,4-dimethylpentanoic acid